N1CC(C1)NC(=O)C1=CC=C(C=C1)C1=CC=C(C=C1)CC1=CC=C(C=C1)N1N=C(C=C1C)C(=O)N 1-(4-((4'-(azetidin-3-ylcarbamoyl)-[1,1'-biphenyl]-4-yl)methyl)phenyl)-5-methyl-1H-pyrazole-3-carboxamide